S1C(C=C2C1=CC=CC2)C(=O)O 4H-benzothiophene-2-carboxylic acid